COC=1C=2N(C=C(C1)C1=CC3=C(N(C(N3)=O)C3CCC(CC3)NCCC)C=C1C)N=CN2 5-(8-Methoxy-[1,2,4]triazolo[1,5-a]pyridin-6-yl)-6-methyl-1-((1S,4S)-4-(propylamino)cyclohexyl)-1,3-dihydro-2H-benzo[d]imidazol-2-on